(6-methoxy-4-(1,4-dioxa-8-azaspiro[4.5]decan-8-yl)quinolin-3-yl)(4-methoxypiperidin-1-yl)methanone COC=1C=C2C(=C(C=NC2=CC1)C(=O)N1CCC(CC1)OC)N1CCC2(OCCO2)CC1